C(C1=CC=CC=C1)OCC12OCC(CC1)(CC2)C2=NNC(=C2)C2=CN=CN2[C@H](CO)C (S)-2-(5-(3-(1-((Benzyloxy)methyl)-2-oxabicyclo[2.2.2]octan-4-yl)-1H-pyrazol-5-yl)-1H-imidazol-1-yl)propan-1-ol